BrC1=CC=C(C=2N=C(SC21)OC)I 7-bromo-4-iodo-2-methoxy-1,3-benzothiazole